C1N(CCC2=CC=CC=C12)C[C@H](CN1C(C2=CC=C(C=C2CC1)N1CC(N(CC1)C(C)C)=O)=O)O 2-[(2R)-3-(3,4-Dihydro-1H-isochinolin-2-yl)-2-hydroxy-propyl]-6-(4-isopropyl-3-oxo-piperazin-1-yl)-3,4-dihydroisochinolin-1-on